C1(CCCC1)C1C2C3C4C=CC(C3C(C1)C2)C4 8-cyclopentyl-tetracyclo[4.4.0.12,5.17,10]dodeca-3-ene